1-((2R,3R,4S,5R)-3,4-dihydroxy-5-(hydroxymethyl)tetrahydrofuran-2-yl)-3-((4-((E)-3,5-dihydroxystyryl)phenoxy)carbonyl)pyridin-1-ium O[C@H]1[C@@H](O[C@@H]([C@H]1O)CO)[N+]1=CC(=CC=C1)C(=O)OC1=CC=C(C=C1)\C=C\C1=CC(=CC(=C1)O)O